COC=1N=C2C(=CC=NC2=CC1OC)OC1=C(C=C(C=C1)NC(=O)C1=NN(C(=C(C1=O)C1=C(C=C(C=C1)F)C)C)C)F N-[4-[(6,7-dimethoxy-1,5-naphthyridin-4-yl)oxy]-3-fluorophenyl]-5-(4-fluoro-2-methylphenyl)-1,6-dimethyl-4-oxopyridazine-3-carboxamide